5-chloro-2-fluoro-4-(((tetrahydro-2H-pyran-2-yl)methyl)amino)-N-(thiazol-2-yl)benzenesulfonamide ClC=1C(=CC(=C(C1)S(=O)(=O)NC=1SC=CN1)F)NCC1OCCCC1